(S)-3-(4-((1-cyclopentyl-3-(4-nitrophenyl)-1H-indazol-6-yl)methoxy)phenyl)butanoic acid C1(CCCC1)N1N=C(C2=CC=C(C=C12)COC1=CC=C(C=C1)[C@H](CC(=O)O)C)C1=CC=C(C=C1)[N+](=O)[O-]